2-(4-((2-(2,6-dioxopiperidin-3-yl)-1-oxoisoindolin-4-yl)methyl)piperazin-1-yl)acetic acid O=C1NC(CCC1N1C(C2=CC=CC(=C2C1)CN1CCN(CC1)CC(=O)O)=O)=O